FC=1C=C(C=CC1NC1=C(C=NC2=CC(=C(C=C12)OC)OC)F)NC(=O)C=1C(N(C(=CC1)C(F)(F)F)C=1C=NC(=CC1C)OC)=O N-[3-fluoro-4-[(3-fluoro-6,7-dimethoxy-4-quinolyl)amino]phenyl]-1-(6-methoxy-4-methyl-3-pyridyl)-2-oxo-6-(trifluoromethyl)pyridine-3-carboxamide